[3-[(5-tert-butyl-4-methyl-thiazol-2-yl)amino]-3-oxo-propyl]-3-(2-methyltetrazol-5-yl)benzamide C(C)(C)(C)C1=C(N=C(S1)NC(CCC1=C(C(=O)N)C=CC=C1C=1N=NN(N1)C)=O)C